NC1=NC(=NC(=N1)N[C@H](C)C1=CC2=CC=CC=C2C=C1)N1CCC2(CC(NC2)C(=O)O)CC1 8-(4-amino-6-(((R)-1-(naphthalen-2-yl)ethyl)amino)-1,3,5-triazin-2-yl)-2,8-diazaspiro[4.5]decane-3-carboxylic acid